N(=[N+]=[N-])C(COCCOCCOCCCOCC(=O)OC(C)(C)C)(C)COCCOCCOCCN=[N+]=[N-] tert-butyl 1-azido-l-1-((2-(2-(2-azidoethoxy)ethoxy)ethoxy)methyl)-l-1-methyl-3,6,9,13-tetraoxapentadecan-15-oate